N-ethyl-2-(6-oxo-3-(2-(2-(trifluoromethoxy)ethoxy)pyrimidin-5-yl)pyridazin-1(6H)-yl)acetamide C(C)NC(CN1N=C(C=CC1=O)C=1C=NC(=NC1)OCCOC(F)(F)F)=O